ClC=1C=CC=C2C=C(NC12)C(=O)N1C[Si](C[C@@H]1C(=O)N[C@@H](C[C@H]1C(NCC1)=O)C#N)(C)C (S)-1-(7-Chloro-1H-indole-2-carbonyl)-N-((S)-1-cyano-2-((S)-2-oxopyrrolidin-3-yl)ethyl)-3,3-dimethyl-1,3-azasilolidine-5-carboxamide